BrC1=C(C(=C2C(=NC(=NC2=C1F)SC)N(C(C)C1C(C1)C#N)CCO[Si](C1=CC=CC=C1)(C1=CC=CC=C1)C(C)(C)C)F)Cl 2-(1-{[7-bromo-6-chloro-5,8-difluoro-2-(methylsulfanyl)quinazolin-4-yl]({2-[(tert-butyldiphenylsilyl)oxy]-ethyl})amino}ethyl)cyclopropane-1-carbonitrile